C(C)(C)C1=C(C=CC=C1)[C@H]1N(CCN(C1)CC=1C=NC=CC1)C1CC2(C1)CCN(CC2)C2=CC=C(C(=O)N)C=C2 4-(2-((R)-2-(2-isopropylphenyl)-4-(pyridin-3-ylmethyl)piperazin-1-yl)-7-azaspiro[3.5]nonan-7-yl)benzamide